2-chloro-4-(2-methyl-2H-1,2,3-triazol-4-yl)-6-(methylthio)pyridine ClC1=NC(=CC(=C1)C1=NN(N=C1)C)SC